C1(=CC(=CC(=C1)C(=O)OCCCN)C(=O)OCCCN)C(=O)OCCCN tris(3-aminopropyl) benzene-1,3,5-tricarboxylate